C1(=CC=CC=C1)C=1N=CSC1 4-phenyl-thiazol